9-(8-amino-1-bromoimidazo[1,5-a]pyrazin-3-yl)-2,9-diazaspiro[5.5]undecan-1-one NC=1C=2N(C=CN1)C(=NC2Br)N2CCC1(CCCNC1=O)CC2